COC(C1=C(C=C(C=C1)C1=CC=C(C=C1)C(C)(C)C)C)=O 4-(4-tert-butylphenyl)-2-methyl-benzoic acid methyl ester